P(O)(=O)(OP(=O)(O)OP(=O)(O)O)OC[C@@H]1[C@H]([C@H]([C@@H](O1)C1=CN(C(=O)NC1=O)C)O)O.OC1=CC=C(OC2=CC=C(C=C2)OC2=CC=C(C=C2)O)C=C1 1,4-Bis(4-hydroxyphenoxy)benzene 1-methylpseudouridine-5'-triphosphate